6-[3-(acetamidomethyl)phenoxy]pyridine-3-carboxylic acid C(C)(=O)NCC=1C=C(OC2=CC=C(C=N2)C(=O)O)C=CC1